21-bromo-17α-hydroxypregn-4-en-3,20-dione BrCC([C@]1(CC[C@H]2[C@@H]3CCC4=CC(CC[C@]4(C)[C@H]3CC[C@]12C)=O)O)=O